(R)-6-fluoro-5-(1-(2-fluorophenyl)ethyl)-3-(((5-methyl-1,2,4-oxadiazol-3-yl)methyl)amino)-4H-benzo[e][1,2,4]thiadiazine 1,1-dioxide FC=1C=CC2=C(NC(=NS2(=O)=O)NCC2=NOC(=N2)C)C1[C@H](C)C1=C(C=CC=C1)F